C(=C)C1(CCC1)N(NC(=O)OC(C)(C)C)C(=O)OC(C)(C)C Di-tert-butyl 1-(1-vinylcyclobutyl)hydrazine-1,2-dicarboxylate